2-methoxy-4-(trifluoro-methyl)aniline COC1=C(N)C=CC(=C1)C(F)(F)F